C(C)(SCC1=CN=C(S1)C)=O S-[(2-methylthiazol-5-yl)methyl] ethanethioate